2-[(2-hydroxyethyl)amino]-4,6-dinitrophenol OCCNC1=C(C(=CC(=C1)[N+](=O)[O-])[N+](=O)[O-])O